(S)-(4-(4-fluorobenzo[d]oxazol-2-yl)-6,7-dihydro-1H-imidazo[4,5-c]pyridin-5(4H)-yl)(6-(methoxymethyl)pyrazolo[1,5-a]pyridin-3-yl)methanone FC1=CC=CC2=C1N=C(O2)[C@H]2N(CCC1=C2N=CN1)C(=O)C=1C=NN2C1C=CC(=C2)COC